2-((phenylamino)methylene)malonic acid dimethyl ester COC(C(C(=O)OC)=CNC1=CC=CC=C1)=O